2-(2,6-dioxo-3-piperidyl)-5-[4-[[4-[[(2S)-4-[6-(5-isopropoxy-1H-indazol-3-yl)pyrimidin-4-yl]morpholin-2-yl]methyl]piperazin-1-yl]methyl]-1-piperidyl]isoindoline-1,3-dione O=C1NC(CCC1N1C(C2=CC=C(C=C2C1=O)N1CCC(CC1)CN1CCN(CC1)C[C@H]1CN(CCO1)C1=NC=NC(=C1)C1=NNC2=CC=C(C=C12)OC(C)C)=O)=O